C(C([2H])([2H])[2H])([2H])([2H])N1C2=C(C=CC1=O)NC=C2I 4-[(1,1,2,2,2-2H5)ethyl]-3-iodo-1H,4H,5H-pyrrolo[3,2-b]pyridin-5-one